m-tolylmethanamine C1(=CC(=CC=C1)CN)C